FC=1C=C(C=C(C1OCC1(CCC1)O)F)C=1C=C(C=2N=CN=C(C2N1)N[C@@H]1CNC[C@H](C1)F)C(=O)N 6-(3,5-difluoro-4-((1-hydroxycyclobutyl)methoxy)phenyl)-4-(((3S,5S)-5-fluoropiperidin-3-yl)amino)pyrido[3,2-d]pyrimidine-8-carboxamide